C(#N)C1=NC2=CC(=CC(=C2C=C1C1=CC=C(C=C1)N1CCN(CC1)C1COC1)[C@H](C)NC=1C(=NC(=CC1)OC)C(=O)OC)C (S)-methyl 3-((1-(2-cyano-7-methyl-3-(4-(4-(oxetan-3-yl) piperazin-1-yl) phenyl) quinolin-5-yl) ethyl) amino)-6-methoxypicolinate